N-(1-(2-(4-methylpiperazin-1-yl)ethyl)-3-(pyridin-2-yl)-1H-pyrazol-4-yl)-2-(1H-pyrazol-4-yl)thiazole-4-carboxamide CN1CCN(CC1)CCN1N=C(C(=C1)NC(=O)C=1N=C(SC1)C=1C=NNC1)C1=NC=CC=C1